ClC1=CC=C(C=C1)CCN1CCN(CC1)S(=O)(=O)C1=CC(=NC(=C1)Cl)Cl 1-[2-(4-chlorophenyl)ethyl]-4-[(2,6-dichloro-4-pyridyl)sulfonyl]piperazine